4,4-difluoro-6-hydroxy-3,4-dihydronaphthalen-1(2H)-one FC1(CCC(C2=CC=C(C=C12)O)=O)F